(S)-quinuclidin-3-yl (5-(3-fluoro-5-methylphenyl)-2,2-dimethyl-2,3-dihydro-1H-inden-1-yl)carbamat FC=1C=C(C=C(C1)C)C=1C=C2CC(C(C2=CC1)NC(O[C@@H]1CN2CCC1CC2)=O)(C)C